C(C)(C)(C)N1CCC(CC1)CNC1=C(C=CC(=C1)C(=O)OCC)Cl tert-Butyl-4-{[2-chloro-5-(ethoxycarbonyl)anilino]methyl}piperidine